6-oxo-8-azabicyclo[3.2.1]octane-8-carboxylic acid benzyl ester C(C1=CC=CC=C1)OC(=O)N1C2CCCC1C(C2)=O